C1(CC1)N1CCC(=CC1)C=1C=C(C=2N(C(C=C(N2)C2=CC(=C(C=C2)OC)OC)=O)C1)C 7-(1-Cyclopropyl-1,2,3,6-tetrahydropyridin-4-yl)-2-(3,4-dimethoxyphenyl)-9-methyl-4H-pyrido[1,2-a]pyrimidin-4-one